FC1=CC(=C(C=C1)C=1CCCC2=C(C1C1=CC=C(C=C1)C=C1CN(C1)CCCF)C=CC=C2)C 8-(4-Fluoro-2-methylphenyl)-9-(4-((1-(3-fluoropropyl)azetidin-3-yliden)methyl)phenyl)-6,7-dihydro-5H-benzo[7]annulen